(R)-3-((3,4-difluoro-2-methoxyphenyl)amino)-1,1,1-trifluoro-2-methylpropan-2-ol FC=1C(=C(C=CC1F)NC[C@](C(F)(F)F)(O)C)OC